2-octylcyanoacrylate CCCCCCC(C)OC(=O)C(=C)C#N